diisocyanato-2-methylbiphenyl N(=C=O)C1=C(C(=C(C=C1)C1=CC=CC=C1)C)N=C=O